NC1=NC2=CC=C(C=C2C=N1)C=1C=C(C(=O)NC2=CC(=CC(=C2)C(F)(F)F)CN2CCN(CC2)C)C=CC1C 3-(2-Aminoquinazolin-6-yl)-4-methyl-N-(3-((4-methylpiperazin-1-yl)methyl)-5-(trifluoromethyl)phenyl)benzamide